tert-butyl 8-(((trans)-2-(methoxycarbonyl) cyclopropyl) methyl)-3,8-diazabicyclo[3.2.1]octane-3-carboxylate COC(=O)[C@H]1[C@@H](C1)CN1C2CN(CC1CC2)C(=O)OC(C)(C)C